(S)-(-)-3-cyclohexenecarboxylic acid C1C[C@@H](CC=C1)C(=O)O